(E)-1-(pyridin-3-yl)-3-(4-((tetrahydro-2H-pyran-2-yl)oxy)phenyl)prop-2-en-1-one N1=CC(=CC=C1)C(\C=C\C1=CC=C(C=C1)OC1OCCCC1)=O